2-((4-((2-((4-Chloro-2-cyanophenoxy)methyl)pyridin-4-yl)oxy)-2,2-dimethylpiperidin-1-yl)methyl)-1-((1-ethyl-1H-imidazol-5-yl)methyl)-1H-benzo[d]imidazole-6-carboxylic acid ClC1=CC(=C(OCC2=NC=CC(=C2)OC2CC(N(CC2)CC2=NC3=C(N2CC2=CN=CN2CC)C=C(C=C3)C(=O)O)(C)C)C=C1)C#N